2,2,3,3,4,4,5,5,6,6,7,7,8,8,9,9-hexadecafluorononylbutyl carbamate C(N)(OC(CCC)CC(C(C(C(C(C(C(C(F)F)(F)F)(F)F)(F)F)(F)F)(F)F)(F)F)(F)F)=O